C(C)(=O)[C@@H]1N(CCC1)C(=O)OC(C)(C)C tert-butyl (R)-2-acetylpyrrolidine-1-carboxylate